FC1=C2N=C(C=NC2=C(C=C1CO)B1OC(C(O1)(C)C)(C)C)OC (5-fluoro-3-methoxy-8-(4,4,5,5-tetramethyl-1,3,2-dioxaborolan-2-yl)quinoxalin-6-yl)methanol